methyl (Z,Z)-11,13-hexadecadienoate C(CCCCCCCCC\C=C/C=C\CC)(=O)OC